4-(2-aminophenyl)-2-(3-(2-((1,5-dimethyl-1H-pyrazol-3-yl)amino)-5-methylpyrimidin-4-yl)-1H-indol-7-yl)isoindolin-1-one NC1=C(C=CC=C1)C1=C2CN(C(C2=CC=C1)=O)C=1C=CC=C2C(=CNC12)C1=NC(=NC=C1C)NC1=NN(C(=C1)C)C